ClC1=NC=CC2=C1C(C(C2=O)C([2H])([2H])[2H])=O 1-chloro-6-(methyl-d3)-5H-cyclopenta[c]pyridine-5,7(6H)-dione